(R)-1-((1-(((4-(3-hydroxy-3-methylpiperidin-1-yl)-6-(3-hydroxy-8-iodo-1-naphthoyl)-6,7-dihydro-5H-pyrrolo[3,4-d]pyrimidin-2-yl)oxy)methyl)cyclopropyl)methyl)piperidine-4-carboxamide O[C@]1(CN(CCC1)C=1C2=C(N=C(N1)OCC1(CC1)CN1CCC(CC1)C(=O)N)CN(C2)C(=O)C2=CC(=CC1=CC=CC(=C21)I)O)C